CN(C1CCN(CC1)C=1N(C(C(=C(N1)C1=CC(=C(C#N)C=C1)F)C=1C=NC(=CC1)OC)=O)C)C 4-[2-[4-(dimethylamino)piperidin-1-yl]-5-(6-methoxypyridin-3-yl)-1-methyl-6-oxo-pyrimidin-4-yl]-2-fluorobenzonitrile